FC(OC=1C=C(NC2=NC=C(C=N2)C2=CN=CC(=N2)N[C@@H]2CN(CC2)C(=O)OC(C)(C)C)C=CC1)(F)F tert-butyl (3S)-3-[[6-[2-[3-(trifluoromethoxy) anilino]pyrimidin-5-yl]pyrazin-2-yl]amino]pyrrolidine-1-carboxylate